CP(CN1N=CC(=C1)B1OC(C(O1)(C)C)(C)C)(C)=O Dimethyl((4-(4,4,5,5-tetramethyl-1,3,2-dioxaborolan-2-yl)-1H-pyrazol-1-yl)methyl)-phosphine Oxide